COC1=C(C=C(C=C1)OC)NC(=S)N1CC(CC1)(C1=NC=NS1)C1=CC(=C(C=C1)C)F N-(2,5-dimethoxyphenyl)-3-(3-fluoro-4-methylphenyl)-3-(1,2,4-thiadiazol-5-yl)pyrrolidine-1-carbothioamide